C(=O)(O)CN1CCN(CCN(CCN(CC1)CC(=O)O)CC(=O)O)CC(=O)O.[Gd+3] Gadolinium(III) 2-[4,7,10-tris(carboxymethyl)-1,4,7,10-tetrazacyclododec-1-yl]acetic acid